FC1=C(C=CC(=C1)C(F)(F)F)[C@@H]([C@H](C)O)NC(=O)[C@@H]1N([C@@H]2C[C@@H]2C1)C(C1=CC(=CC=C1)S(=O)(=O)C)=O (1r,3r,5r)-N-((1s,2s)-1-(2-fluoro-4-(trifluoromethyl)phenyl)-2-hydroxypropyl)-2-(3-(methylsulfonyl)benzoyl)-2-azabicyclo[3.1.0]hexane-3-carboxamide